Tungsten-cesium oxide [O-2].[Cs+].[W+4]